Aluminum-erbium [Er].[Al]